(S)-3-(2-((5-formyl-1-(4-methoxybenzyl)-6-oxo-1,6-dihydropyridazin-4-yl)amino)propoxy)propanoic acid C(=O)C1=C(C=NN(C1=O)CC1=CC=C(C=C1)OC)N[C@H](COCCC(=O)O)C